4-chlorobutyronitrile ClCCCC#N